tert-butyl ((3R)-1-amino-2-((1-(2-((tert-butoxycarbonyl)amino)ethyl)cyclobutyl)methyl)pentan-3-yl)carbamate NCC([C@@H](CC)NC(OC(C)(C)C)=O)CC1(CCC1)CCNC(=O)OC(C)(C)C